(R)-6-cyclopropyl-3-(trifluoromethyl)-6,7,7a,8,10,11-hexahydropyrazino[1,2-a]pyrido[3,2-f][1,4]diazepin C1(CC1)N1C[C@@H]2N(C3=C(C1)C=C(C=N3)C(F)(F)F)CCNC2